C1=CC=CC=2OC3=C(C21)C=CC=C3 5H-dibenzofuran